4-[(2,3,6-trifluorobenzyl)amino]-2-[(1-methyl-1H-pyrazol-4-yl)amino]pyrimidin-5-carboxamide FC1=C(CNC2=NC(=NC=C2C(=O)N)NC=2C=NN(C2)C)C(=CC=C1F)F